CC(C(=O)O)(C)C.BrC=1C(=NC=C(C1)Br)NCSNC(C1=CC=CC=C1)=O N-((3,5-dibromopyridin-2-yl)aminomethylthio)benzamide (E)-2,2-dimethylpropionate